4-(trifluoromethyl)-6-((3-(4-(5-(trifluoromethyl)pyrimidin-2-yl)piperazine-1-carbonyl)benzyl)amino)pyridazin-3(2H)-one FC(C=1C(NN=C(C1)NCC1=CC(=CC=C1)C(=O)N1CCN(CC1)C1=NC=C(C=N1)C(F)(F)F)=O)(F)F